COCC1CC2=CC=3CCCC3C(=C2C1)NC(=O)N=S(=O)(N)C=1C=NN2C1OCCC2 N'-((2-(methoxymethyl)-1,2,3,5,6,7-hexahydro-s-indacen-4-yl)carbamoyl)-6,7-dihydro-5H-pyrazolo[5,1-b][1,3]oxazine-3-sulfonimidamide